NC=1C=C(C(=O)OC)C=CC1NCCOC Methyl 3-amino-4-((2-methoxyethyl)amino)benzoate